N-(6-butylbenzothiazol-2-yl)-3-(trifluoromethoxy)benzamide C(CCC)C1=CC2=C(N=C(S2)NC(C2=CC(=CC=C2)OC(F)(F)F)=O)C=C1